C=C(CCN1CC2=C3C(CCC2CC1)N(CC=C3)CCC(C=CC=C)=C)C=CC=C N,N'-bis(3-methylenehepta-4,6-dien-1-yl)octahydropyridoisoquinoline